N-allyl-3,4-difluoro-5-(2-fluoro-3-((N-methylaminosulfonyl)amino)benzyl)-2-((2-fluoro-4-iodophenyl)amino)benzamide C(C=C)NC(C1=C(C(=C(C(=C1)CC1=C(C(=CC=C1)NS(=O)(=O)NC)F)F)F)NC1=C(C=C(C=C1)I)F)=O